1'H,2H,2'H,3H,3'H-[5,5'-Biindene] C1CCC2=CC(=CC=C12)C=1C=C2CCCC2=CC1